[N+](=O)([O-])C1=CC=C(S1)S(=O)(=O)Cl 5-Nitro-2-thiophenesulfonyl chloride